1-Ethyl-2,3,5-trimethylpyrazolinium bis(pentafluoroethanesulfonyl)imide [N-](S(=O)(=O)C(F)(F)C(F)(F)F)S(=O)(=O)C(F)(F)C(F)(F)F.C(C)[NH+]1N(C(=CC1C)C)C